Cl.NCC1CC(CCC1)CN 1,3-bis(aminomethyl)cyclohexane hydrochloride